4-(Pentafluorothio)phenylacetic acid C1=CC(=CC=C1CC(=O)O)S(F)(F)(F)(F)F